tert-butyl 4-(trifluoromethyl)thiazol-2-ylcarbamate FC(C=1N=C(SC1)NC(OC(C)(C)C)=O)(F)F